BrC=1C(=NC=CC1)C1(CC1)C#N 1-(3-bromopyridin-2-yl)cyclopropanecarbonitrile